6-(difluoromethoxy)-2-methylpyridin-3-amine FC(OC1=CC=C(C(=N1)C)N)F